C(C)S(=O)(=O)C=1C=C(C=NC1C1=NC=C2N=C(N(C2=N1)C)C(F)(F)F)O 5-(ethylsulfonyl)-6-(9-methyl-8-(trifluoromethyl)-9H-purin-2-yl)pyridin-3-ol